6-chloro-N3,2-dimethylpyridine-3,4-diamine ClC1=CC(=C(C(=N1)C)NC)N